CSCCCCCCN=C=S 6-methylthiohexyl isothiocyanate